Ethyl (2-(2-(Quinolin-8-yl)Thiazol-4-yl)Acetyl)Glycinate N1=CC=CC2=CC=CC(=C12)C=1SC=C(N1)CC(=O)NCC(=O)OCC